C(C)OC1=C(C=C(C=N1)C1=CC(=C2C(=N1)N=C(N2)C=2N=CC(=NC2)N2CCC(CC2)OCC(=O)O)N(C)CC(COC)(C)C)C(F)(F)F {[1-(5-{5-[6-ethoxy-5-(trifluoromethyl)pyridin-3-yl]-7-[(3-methoxy-2,2-dimethylpropyl)(methyl)amino]-1H-imidazo[4,5-b]pyridin-2-yl}pyrazin-2-yl)piperidine-4-yl]oxy}acetic acid